hydroxymethyl disulfide bis(3-mercaptobutyrate) SC(CC(=O)O)C.SC(CC(=O)O)C.OCSSCO